FC(OC=1C=C(C=CC1)C=1N=NNC1C(=O)O)(F)F 4-(3-(trifluoromethoxy)phenyl)-1H-1,2,3-triazole-5-carboxylic acid